13-(3-{[(5Z,8Z,11Z,14Z)-1-oxoicosa-5,8,11,14-tetraenyl] oxy} propyl)-2-methyl-9,12-dioxo-5-oxa-2,8,13-triazahexadec-10-en-16-yl (5Z,8Z,11Z,14Z)-icosa-5,8,11,14-tetraenoate C(CCC\C=C/C\C=C/C\C=C/C\C=C/CCCCC)(=O)OCCCN(C(C=CC(NCCOCCN(C)C)=O)=O)CCCOC(CCC\C=C/C\C=C/C\C=C/C\C=C/CCCCC)=O